6,6-difluoro-1-{7-[7-fluoro-3-(methoxymethoxy)-8-[2-(triisopropylsilyl)ethynyl]naphthalen-1-yl]-2-methanesulfinylpyrido[4,3-d]pyrimidin-5-yl}-1-azaspiro[3.3]heptane FC1(CC2(CCN2C2=NC(=CC=3N=C(N=CC32)S(=O)C)C3=CC(=CC2=CC=C(C(=C32)C#C[Si](C(C)C)(C(C)C)C(C)C)F)OCOC)C1)F